ClC1=C(C=C(C=C1)CC(=O)O)NC(=O)C1=C(N(C=C1)CCCC1CCC1)C(C)C [4-chloro-3-({[1-(3-cyclobutylpropyl)-2-isopropyl-1H-pyrrole-3-yl]carbonyl}amino)phenyl]acetic acid